O.CC1=CC=C(C=C1)S(=O)(=O)O.CC1=CC=C(C=C1)S(=O)(=O)O.ClC=1C=C(C=CC1OCC1=CC(=CC=C1)F)NC1=NC=NC2=CC=C(C=C12)C=1OC(=CC1)CNCCS(=O)(=O)C N-[3-chloro-4-[(3-fluorobenzyl)oxy]phenyl]-6-[5-[[[2-(methyl-sulfonyl)ethyl]amino]methyl]furan-2-yl]quinazolin-4-amine bis(4-methylbenzenesulfonate) monohydrate